C(C1=CC=CC=C1)OC=1C(=NN(C1C(=O)NNC(NCC1=CC=C(C=C1)OC)=S)CC)C 2-[4-(benzyloxy)-1-ethyl-3-methyl-1H-pyrazole-5-carbonyl]-N-[(4-methoxyphenyl)methyl]hydrazine-1-carbothioamide